C(C)(C)(C)OC(=O)N(CCCC1=NC(=CC=C1[N+](=O)[O-])OC)CC1=C(C=CC(=C1)F)NC1=C(C(=O)O)C=C(C(=C1)C(F)(F)F)F 2-((2-(((tert-Butoxycarbonyl)(3-(6-methoxy-3-nitropyridin-2-yl)propyl)-amino)-methyl)-4-fluorophenyl)amino)-5-fluoro-4-(trifluoromethyl)benzoic acid